C(C1=CC=CC=C1)OC=1C=C(C(=O)OC)C=C(C1)C(F)(F)F methyl 3-(benzyloxy)-5-(trifluoromethyl)benzoate